methylphenylmethylenebis(fluorenyl)hafnium CC(C1=CC=CC=C1)=[Hf](C1=CC=CC=2C3=CC=CC=C3CC12)C1=CC=CC=2C3=CC=CC=C3CC12